C(C)(C)N(CCC1=CNC2=CC=CC(=C12)OC(CCCCC(=O)O)=O)C(C)C 6-((3-(2-(diiso-propylamino)-ethyl)-1H-indol-4-yl)oxy)-6-oxohexanoic acid